4-hydroxycoumarin sodium salt [Na].OC1=CC(OC2=CC=CC=C12)=O